3-amino-2-((6-(methylsulfonyl)isoquinolin-4-yl)amino)propanenitrile NCC(C#N)NC1=CN=CC2=CC=C(C=C12)S(=O)(=O)C